CONC(=O)C1CN(C1)C1=CC(=C2C(C(=CN(C2=N1)C1=NC=NS1)C(=O)O)=O)C 7-[3-(methoxycarbamoyl)azetidin-1-yl]-5-methyl-4-oxo-1-(1,2,4-thiadiazol-5-yl)-1,4-dihydro-1,8-naphthyridine-3-carboxylic acid